2,3-dihydroxypropyl-triethyl-ammonium chloride [Cl-].OC(C[N+](CC)(CC)CC)CO